ClC=1C(=CC2=C(N(C(NC2=O)=O)C=2C(=NC=CC2C)C(C)C)N1)F 7-chloro-6-fluoro-1-(2-isopropyl-4-methylpyridin-3-yl)pyrido[2,3-d]pyrimidin-2,4(1H,3H)-dione